C(CCC)P(CC(F)(F)F)(CC(F)(F)F)=O n-butylbis(2,2,2-trifluoroethyl)phosphine oxide